(S)-tert-butyl 2-amino-3-phenylpropionate HCl Cl.N[C@H](C(=O)OC(C)(C)C)CC1=CC=CC=C1